C(C1=CC=CC=C1)N1N=C(C(=C1Cl)C=O)C(F)F 1-BENZYL-5-CHLORO-3-(DIFLUOROMETHYL)-1H-PYRAZOLE-4-CARBALDEHYDE